N[C@@H]1CN(CC[C@H]1F)C1=NC2=C(N1CC(=O)N(C)C)C=C(C(=C2)F)F 2-(2-((3R,4R)-3-amino-4-fluoro-1-piperidinyl)-5,6-difluoro-1H-benzimidazol-1-yl)-N,N-dimethylacetamide